2-amino-N4-(3-(4-ethoxybenzamido)propyl)-N8-phenyl-N4-propyl-3H-benzo[b]azepine-4,8-dicarboxamide NC=1CC(=CC2=C(N1)C=C(C=C2)C(=O)NC2=CC=CC=C2)C(=O)N(CCC)CCCNC(C2=CC=C(C=C2)OCC)=O